ClC1=C(C=C(C=C1)Cl)C1=C(NC=2C1=NC=CC2)C2=C(C=NC=C2)OCCNC 2-({4-[3-(2,5-dichlorophenyl)-1H-pyrrolo[3,2-b]pyridin-2-yl]pyridin-3-yl}oxy)-N-methylethan-1-amine